3-methyl-8-oxo-5-thia-1-azabicyclo[4.2.0]oct-2-ene-2-carboxylate CC1=C(N2C(CC2SC1)=O)C(=O)[O-]